2',3'-dihydrospiro[cyclohexane-1,1'-indene]-4,6'-dicarboxylic acid C12(CCC3=CC=C(C=C13)C(=O)O)CCC(CC2)C(=O)O